ClCCN1N=C(C=C1C(=O)OCC)C1=CC=C(C=C1)F ethyl 1-(2-chloroethyl)-3-(4-fluorophenyl)-1H-pyrazole-5-carboxylate